tert-butyl (5-carbamoyl-1-(2-((2S,4R)-2-((3-chloro-2-fluorobenzyl)carbamoyl)-4-fluoropyrrolidin-1-yl)-2-oxoethyl)-1H-pyrrolo[2,3-b]pyridin-4-yl)carbamate C(N)(=O)C=1C(=C2C(=NC1)N(C=C2)CC(=O)N2[C@@H](C[C@H](C2)F)C(NCC2=C(C(=CC=C2)Cl)F)=O)NC(OC(C)(C)C)=O